CC/C=C\\C/C=C\\C/C=C\\C/C=C\\C/C=C\\C/C=C\\CCCCCCCCC(=O)SCCNC(=O)CCNC(=O)[C@@H](C(C)(C)COP(=O)([O-])OP(=O)([O-])OC[C@@H]1[C@H]([C@H]([C@@H](O1)N2C=NC3=C(N=CN=C32)N)O)OP(=O)([O-])[O-])O The molecule is an acyl-CoA(4-) arising from deprotonation of the phosphate and diphosphate functions of (10Z,13Z,16Z,19Z,22Z,25Z)-octacosahexaenoyl-CoA. It is a polyunsaturated fatty acyl-CoA(4-) and an ultra-long-chain fatty acyl-CoA(4-). It is a conjugate base of a (10Z,13Z,16Z,19Z,22Z,25Z)-octacosahexaenoyl-CoA.